C1NCC12CC(C2)CCC2=CC=CC=1N(C(N(C12)C)=O)C1C(NC(CC1)=O)=O 3-[4-[2-(2-azaspiro[3.3]heptan-6-yl)ethyl]-3-methyl-2-oxo-benzimidazol-1-yl]piperidine-2,6-dione